8-(2,6-difluoro-4-{[2-(methylamino)ethyl]amino}phenyl)-10-ethyl-14-fluoro-9-oxo-8,10-diazatricyclo[9.4.0.02,7]pentadeca-1(11),2(7),3,5,12,14-hexaene-5-carbonitrile FC1=C(C(=CC(=C1)NCCNC)F)N1C=2C=C(C=CC2C=2C=C(C=CC2N(C1=O)CC)F)C#N